FC=1C=C(C=CC1OC)[C@H](CC(=O)O)N1C(C=2N(CC1)C=C(C2)CC2=NC=1NCCCC1C=C2)=O (S)-3-(3-fluoro-4-methoxyphenyl)-3-(1-oxo-7-((5,6,7,8-tetrahydro-1,8-naphthyridin-2-yl)methyl)-3,4-dihydropyrrolo[1,2-a]pyrazin-2(1H)-yl)propanoic acid